4-(1-(1-(4-methoxybenzyl)-2,6-dioxopiperidin-3-yl)-3-methyl-2-oxo-2,3-dihydro-1H-benzo[d]imidazol-5-yl)piperazine-1-carboxylate COC1=CC=C(CN2C(C(CCC2=O)N2C(N(C3=C2C=CC(=C3)N3CCN(CC3)C(=O)[O-])C)=O)=O)C=C1